O.Cl.C(CCC#C)N pent-4-yn-1-amine hydrochloride hydrate